2-(6-{[(3R,4S)-3-fluoro-2,2,6,6-tetramethylpiperidin-4-yl]oxy}pyridazin-3-yl)-5-[2-methyl-8-(trifluoromethyl)imidazo[1,2-a]pyridin-6-yl]pyridin-3-ol F[C@@H]1C(NC(C[C@@H]1OC1=CC=C(N=N1)C1=NC=C(C=C1O)C=1C=C(C=2N(C1)C=C(N2)C)C(F)(F)F)(C)C)(C)C